NC1=CC=2C(=C3C(=NC2C=C1F)C1=CC2=C(C(N1C3)=O)COC([C@]2(O)CC)=O)CN2CCN(CC2)C (S)-9-amino-4-ethyl-8-fluoro-4-hydroxy-11-((4-methylpiperazin-1-yl)methyl)-1,12-dihydro-14H-pyrano[3',4':6,7]-indolizino[1,2-b]quinoline-3,14(4H)-dione